hexahydro-3H-pyrrolo[1,2-c]Imidazol-3-one C1C2N(C(N1)=O)CCC2